C(#N)C1=CC=C(NCCNC(OC(C)(C)C)=O)C=C1 tert-butyl N-[2-(4-cyanoanilino)ethyl]carbamate